7-bromo-1-(trans-4-methoxycyclohexyl)-3,4-dihydropyrazino[2,3-b]Pyrazin-2(1H)-one BrC1=CN=C2C(=N1)N(C(CN2)=O)[C@@H]2CC[C@H](CC2)OC